FC(S(=O)(=O)O)(F)F.FC(S(=O)(=O)O)(F)F.FC1=C(C(=NC=C1)C1=NC=CC=C1)F difluoro-2,2'-bipyridine bis-trifluoro-methanesulfonate